2-((1-methyl-1H-pyrazol-4-yl)amino)-1-(2-(5-(trifluoromethyl)-1,2,4-oxadiazol-3-yl)-6,7-dihydrothieno[3,2-c]pyridin-5(4H)-yl)ethan-1-one CN1N=CC(=C1)NCC(=O)N1CC2=C(CC1)SC(=C2)C2=NOC(=N2)C(F)(F)F